1-[(4-chloro-2-fluorophenyl)methyl]-1-(1-methylpiperidin-4-yl)-3-{[4-(2-methylpropyloxy)phenyl]methyl}urea ClC1=CC(=C(C=C1)CN(C(=O)NCC1=CC=C(C=C1)OCC(C)C)C1CCN(CC1)C)F